C(C)(C)(C)OC(=O)C1=CC=C(C=C1)B(O)O {4-[(tert-butoxy)carbonyl]phenyl}boronic acid